COC(=O)C=1N=C(C2=C(C=NC=C2C1OCC1=CC=CC=C1)C1=CC=C(C=C1)F)Br.C(CCC)P(CCP(CCCC)CCCC)CCCC 1,2-bis(dibutylphosphino)ethane methyl-4-(benzyloxy)-1-bromo-8-(4-fluorophenyl)-2,6-naphthyridine-3-carboxylate